anti-octadecenoic acid C(C=CCCCCCCCCCCCCCCC)(=O)O